cobalt-manganese-zinc-ruthenium oxygen [O].[Ru].[Zn].[Mn].[Co]